CC=1C=C(C(=O)OC)C=CC1C(NC)=O methyl 3-methyl-4-(methylcarbamoyl)benzoate